1-(6-chloropyridazin-3-yl)ethanamine ClC1=CC=C(N=N1)C(C)N